[1-(5-bromo-4-cyano-6-methylpyrimidin-2-yl)-4-methylpiperidin-4-yl]carbamic acid tert-butyl ester C(C)(C)(C)OC(NC1(CCN(CC1)C1=NC(=C(C(=N1)C#N)Br)C)C)=O